tert-butyl (2S,4R)-4-[tert-butyl(dimethyl)silyl]oxy-2-[1-[(2-hydroxyphenyl)methyl]imidazol-2-yl]pyrrolidine-1-carboxylate [Si](C)(C)(C(C)(C)C)O[C@@H]1C[C@H](N(C1)C(=O)OC(C)(C)C)C=1N(C=CN1)CC1=C(C=CC=C1)O